triethoxyscandium C(C)O[Sc](OCC)OCC